FC(CN(C(C1=C(C=CC(=C1)F)C=1C=2N(C=C(C1)C1CNCC1)C(=NC2)C)=O)C(C)C)F N-(2,2-difluoroethyl)-5-fluoro-2-[3-methyl-6-(pyrrolidin-3-yl)imidazo[1,5-a]pyridin-8-yl]-N-(isopropyl)benzamide